FC=1C=CC(=NC1NC)N1N=CC(=C1C(F)(F)F)C(=O)N 1-(5-fluoro-6-(methylamino)pyridin-2-yl)-5-(trifluoromethyl)-1H-pyrazole-4-carboxamide